C(C)(=O)OOCCOCCC (2-propoxyethoxy) acetate